FC1=C(C2=C(B(OC2)O)C=C1)C[C@@H]1N[C@H]([C@H](OC1=O)C1=CC=CC=C1)C1=CC=CC=C1 (3S,5S,6R)-3-((5-fluoro-1-hydroxy-1,3-dihydrobenzo[c][1,2]oxaborol-4-yl)methyl)-5,6-diphenylmorpholin-2-one